ClC1=CC(=C(C2=C1ON(O2)C)C)C(=O)NCC=2C(NC(=CC2SC)C)=O 7-chloro-2,4-dimethyl-N-((6-methyl-4-(methylsulfanyl)-2-oxo-1,2-dihydropyridin-3-yl)methyl)benzo[d][1,3]dioxazole-5-carboxamide